2'-chloro-N-(5-((4-hydroxybicyclo(2.2.1)heptan-1-yl)methoxy)-1,3,4-thiadiazol-2-yl)-5'-methoxy-6-methyl-(4,4'-bipyridine)-3-carboxamide ClC1=NC=C(C(=C1)C1=C(C=NC(=C1)C)C(=O)NC=1SC(=NN1)OCC12CCC(CC1)(C2)O)OC